(R)-1-(4-(2-chloro-3-(2-hydroxy-2-methylpropoxy)benzyl)-2-methylpiperazine-1-carbonyl)-1H-pyrazole-3-carboxylic acid ClC1=C(CN2C[C@H](N(CC2)C(=O)N2N=C(C=C2)C(=O)O)C)C=CC=C1OCC(C)(C)O